4-methyl-1,6-octadiene CC(CC=C)CC=CC